2-(9H-fluoren-9-ylmethoxycarbonylamino)-3-methoxy-propionic acid C1=CC=CC=2C3=CC=CC=C3C(C12)COC(=O)NC(C(=O)O)COC